ethyl (E)-3-(thiazol-5-yl)acrylate S1C=NC=C1/C=C/C(=O)OCC